COC1=CC=C(C2=C1NC(=N2)NC(=O)C2=CN=C(O2)CC)C2CCOCC2 ethyl-oxazole-5-carboxylic acid [7-methoxy-4-(tetrahydropyran-4-yl)-1H-benzoimidazol-2-yl]-amide